Leucine N-Boc Imine C(=O)(OC(C)(C)C)N=C([C@@H](N)CC(C)C)O